7-(2-(difluoromethyl)phenyl)-8-fluoro-2-(((2R,7aS)-2-fluorohexahydro-1H-pyrrolizin-7a-yl)methoxy)-4-(2,2,2-trifluoroethoxy)pyrido[4,3-d]pyrimidine FC(C1=C(C=CC=C1)C1=C(C=2N=C(N=C(C2C=N1)OCC(F)(F)F)OC[C@]12CCCN2C[C@@H](C1)F)F)F